3,5-dichloro-4-(3-cyclobutyl-4-methoxy-phenyl)sulfanyl-aniline ClC=1C=C(N)C=C(C1SC1=CC(=C(C=C1)OC)C1CCC1)Cl